4-cyclohexyl-3-(isoxazol-4-yl)-N6-(2-methoxy-4-morpholinophenyl)-1H-pyrazolo[3,4-d]pyrimidine-4,6-diamine C1(CCCCC1)C1(C=2C(=NC(=N1)NC1=C(C=C(C=C1)N1CCOCC1)OC)NNC2C=2C=NOC2)N